3-chloro-N-((5-cyclopropyl-1H-indazol-4-yl)methyl)-4-methoxybenzamide ClC=1C=C(C(=O)NCC2=C3C=NNC3=CC=C2C2CC2)C=CC1OC